montanyl palmitate C(CCCCCCCCCCCCCCC)(=O)OCCCCCCCCCCCCCCCCCCCCCCCCCCCC